(4-fluorobenzene) boron [B].FC1=CC=CC=C1